C(#N)N1CC2(CN(C2)C(=O)C2=CC=C(C=C2)C2CC3(CC(C3)C#N)CCN2CC2=C3C=CNC3=C(C=C2C2CC2)C)C1 6-(4-(6-cyano-2,6-diazaspiro[3.3]heptane-2-carbonyl)phenyl)-7-((5-cyclopropyl-7-methyl-1H-indol-4-yl)methyl)-7-azaspiro[3.5]nonane-2-carbonitrile